(S)-3-((5-(4-bromophenyl)thiazol-2-yl)carbamoyl)pyrrolidine-1-carboxylic acid tert-butyl ester C(C)(C)(C)OC(=O)N1C[C@H](CC1)C(NC=1SC(=CN1)C1=CC=C(C=C1)Br)=O